FC(C1=CC=C(CN2CC(CC(C2)C2=CC=C(C=C2)C(F)(F)F)CCC(=O)O)C=C1)(F)F Anti-3-(1-(4-(trifluoromethyl)benzyl)-5-(4-(trifluoromethyl)phenyl)piperidin-3-yl)propanoic acid